ClC1=CC=C(C=C1)[C@H]1CC[C@H]2N(CCN(C2)C(=O)C2=C3C(=NC=C2)NC=C3)C1 [(7R,9aR)-7-(4-chlorophenyl)-1,3,4,6,7,8,9,9a-octahydropyrido[1,2-a]pyrazin-2-yl]-(1H-pyrrolo[2,3-b]pyridin-4-yl)methanone